Isothiazolidin S1NCCC1